galactosyl-β-hydroxydecanoyl-β-hydroxydecanoate C1([C@H](O)[C@@H](O)[C@@H](O)[C@H](O1)CO)C(C(=O)[O-])(C(CCCCCCC)O)C(C(CCCCCCCC)O)=O